hydroxy-1-(4-(5-(trifluoromethyl)-1,2,4-oxadiazol-3-yl)phenyl)ethan-1-one OCC(=O)C1=CC=C(C=C1)C1=NOC(=N1)C(F)(F)F